[di(phenyl)triazineylphenyl]dibenzofuran C1(=CC=CC=C1)C1=C(C(=C(C=C1)C1=CC=CC=2OC3=C(C21)C=CC=C3)C3=NN=NC=C3)C3=CC=CC=C3